1,3-dihydroxypropan-2-yl 9,10-epoxyoctadecanoate C(CCCCCCCC1C(CCCCCCCC)O1)(=O)OC(CO)CO